(3R,5R)-3-butyl-3-ethyl-8-hydroxy-7-methoxy-5-phenyl-2,3,4,5-tetrahydrobenzo[f][1,4]Thiazepine 1,1-dioxide C(CCC)[C@@]1(CS(C2=C([C@H](N1)C1=CC=CC=C1)C=C(C(=C2)O)OC)(=O)=O)CC